4,12-dimethyloctacosane CC(CCC)CCCCCCCC(CCCCCCCCCCCCCCCC)C